NC1=NC=2C=CC=CC2C2=C1N=C(N2CCCCNC(C2=CC=C(C=C2)N(C)C)=O)C N-(4-(4-amino-2-methyl-1H-imidazo[4,5-c]quinolin-1-yl)butyl)-4-(dimethylamino)benzamide